(cis)-3-(7-bromo-1H-1,3-benzodiazol-1-yl)-1-methylcyclobutan-1-ol BrC1=CC=CC2=C1N(C=N2)C2CC(C2)(O)C